N-[(2S,4Ar,6S,7S,8S,8aR)-8-hydroxy-6-[4-[(E)-3-oxo-3-phenylprop-1-enyl]phenoxy]-2-phenyl-4,4a,6,7,8,8a-hexahydropyrano[3,2-d][1,3]dioxin-7-yl]acetamide O[C@H]1[C@@H]([C@@H](O[C@H]2[C@@H]1O[C@H](OC2)C2=CC=CC=C2)OC2=CC=C(C=C2)\C=C\C(C2=CC=CC=C2)=O)NC(C)=O